5-bromo-2-(methylsulfanyl)-N-[(1R,3S)-3-{[2-(trifluoromethyl)quinolin-4-yl]amino}cyclohexyl]pyrimidine-4-carboxamide BrC=1C(=NC(=NC1)SC)C(=O)N[C@H]1C[C@H](CCC1)NC1=CC(=NC2=CC=CC=C12)C(F)(F)F